(S)-2-acetoxypropionyl chloride C(C)(=O)O[C@H](C(=O)Cl)C